N-[(4S,5S)-4-(4-fluorophenyl)-3,7-dimethyl-6-oxo-1-phenyl-1H,4H,5H,6H,7H-pyrazolo[3,4-b]pyridin-5-yl]-N-methyl-3-(trifluoromethyl)benzamide FC1=CC=C(C=C1)[C@H]1C2=C(N(C([C@H]1N(C(C1=CC(=CC=C1)C(F)(F)F)=O)C)=O)C)N(N=C2C)C2=CC=CC=C2